6-bromo-7-chloro-1-(oxan-2-yl)indazole BrC1=CC=C2C=NN(C2=C1Cl)C1OCCCC1